ClC1=C(C=CC=C1Cl)C1=NNC2=NC(=CN=C21)N2CCC(CC2)(C)NCC2=CC=C(N=N2)N2C(NC(CC2)=O)=O 1-(6-(((1-(3-(2,3-dichlorophenyl)-1H-pyrazolo[3,4-b]pyrazin-6-yl)-4-methylpiperidin-4-yl)amino)methyl)pyridazin-3-yl)dihydropyrimidine-2,4(1H,3H)-dione